2-amino-6-thiomorpholino-3H-phenol NC1C(=C(C=CC1)N1CCSCC1)O